1-(5-tert-butyl-2-methyl-2H-pyrazol-3-yl)-3-{4-[5-(2-methoxyl-ethoxyl)-benzimidazol-1-yl]-phenyl}urea C(C)(C)(C)C=1C=C(N(N1)C)NC(=O)NC1=CC=C(C=C1)N1C=NC2=C1C=CC(=C2)OCCOC